2-((2-methylthiazol-5-yl)methyl)-6-(2-(2,2,2-trifluoroethoxy)pyrimidin-5-yl)pyridazin-3(2H)-one CC=1SC(=CN1)CN1N=C(C=CC1=O)C=1C=NC(=NC1)OCC(F)(F)F